(R)-tert-Butyl 2-((2-fluoro-2-methyl-N-(2-oxo-2-((2'-oxo-1,1',2',3-tetrahydrospiro[indene-2,3'-pyrrolo[2,3-b]pyridin]-5-yl)amino)ethyl)propanamido)methyl)benzyl(methyl)carbamate FC(C(=O)N(CC(NC=1C=C2C[C@]3(C(NC4=NC=CC=C43)=O)CC2=CC1)=O)CC1=C(CN(C(OC(C)(C)C)=O)C)C=CC=C1)(C)C